(E)-4-((4-(3,5-Dimethoxyphenyl)phenoxy)methyl)-1-(thiophen-2-ylsulfonyl)-1H-1,2,3-triazole COC=1C=C(C=C(C1)OC)C1=CC=C(OCC=2N=NN(C2)S(=O)(=O)C=2SC=CC2)C=C1